ammonium calcium magnesium sulfate phosphate P(=O)([O-])([O-])[O-].S(=O)(=O)([O-])[O-].[Mg+2].[Ca+2].[NH4+]